C1(=CC=CC=C1)C(C1=CC=CC=C1)=[Hf](C1=C(C=CC=2C3=CC=C(C=C3CC12)C(C)(C)C)C(C)(C)C)C1C=CC=C1 diphenylmethylene(cyclopentadienyl)(2,7-di-tert-butyl-fluorenyl)hafnium